S(=O)(=O)(O)C1=CC=C(C)C=C1.CN1CCN2C=3C(=CC=CC13)[C@H]1[C@@H]2CCN(C1)CCCC(=O)C1=CC=C(C=C1)F 4-((6bR,10aS)-3-methyl-2,3,6b,9,10,10a-hexahydro-1H-pyrido[3',4':4,5]pyrrolo[1,2,3-de]quinoxalin-8(7H)-yl)-1-(4-fluorophenyl)-1-butanone monotosylate salt